C1C(C(=O)N(C1=O)OC(=O)CCCN2C(=O)C=CC2=O)S(=O)(=O)[O-].[Na+] Sulfo-N-succinimidyl 4-maleimidobutyrate sodium salt